CC1=C(C(=CC=C1)C)NC(C1=NC=CC(=C1)O)=O N-(2,6-dimethylphenyl)-4-hydroxypicolinamide